[Br-].BrCCCCCCCCCCCCCCCCCC[N+](C)(C)C (18-bromooctadecyl)-trimethylammonium bromide